C(C)(=O)C(C(C)=O)CCCCC 3-Acetyl-2-octanone